C1(CC1)NC(=O)C=1C=C(C(N(C1)CC1=C2CCNCC2=CC=C1)=O)C(=O)NC N5-cyclopropyl-N3-methyl-2-oxo-1-((1,2,3,4-tetrahydroisoquinolin-5-yl)methyl)-1,2-dihydropyridine-3,5-dicarboxamide